cerium neodymium oxide [O-2].[Nd+3].[Ce+3].[O-2].[O-2]